C(C)(C)(C)OC(=O)N1[C@@H]2CC(C[C@H]1CC2)N(C)C=2N=NC(=CC2)Br (1S,5R)-3-[(6-bromopyridazin-3-yl)-methyl-amino]-8-azabicyclo[3.2.1]octane-8-carboxylic acid tert-butyl ester